2,3,5,6-pyrazintetracarbonitrile N1=C(C(=NC(=C1C#N)C#N)C#N)C#N